CCCCCCCCCC(O)Br bromodecanol